C(=O)C1=C(C=CC=C1)NC(CCC)=O N-(2-formylphenyl)butanamide